7-(benzyloxy)heptan-2-ol C(C1=CC=CC=C1)OCCCCCC(C)O